OC[C@H](C[C@H]1C(NCC1)=O)NC([C@H](CC(C)C)NC(OC(C1(CC1)C1=CC(=CC=C1)Cl)C1=CC(=CC=C1)Cl)=O)=O (3-chlorophenyl)(1-(3-chlorophenyl)cyclopropyl)methyl ((S)-1-(((S)-1-hydroxy-3-((S)-2-oxopyrrolidin-3-yl)propan-2-yl)amino)-4-methyl-1-oxopentan-2-yl)carbamate